N1C(C2(C3=CC=CC=C13)N=CC=C2)=O Pyrrolespirooxindole